FC1=NC(=CC=C1C(C(=O)OC(C)(C)C)=O)F tert-butyl 2-(2,6-difluoro-3-pyridinyl)-2-oxo-acetate